C(=O)C1=CC=C(C=C1)S1(N[Se]C2=C1C=CC=C2)=O 1-(4-methanoylphenyl)benzo[d][1,3,2]thiaselenazol-1-one